5-Methylthiophene-3-ol CC1=CC(=CS1)O